2-(6-(((1S,2S,3R,5R)-2-fluoro-1,5,8-trimethyl-9-azabicyclo[3.3.1]nonan-3-yl)oxy)pyridazin-3-yl)-5-(4-methyl-2H-1,2,3-triazol-2-yl)phenol F[C@H]1[C@@]2(C(CC[C@](C[C@H]1OC1=CC=C(N=N1)C1=C(C=C(C=C1)N1N=CC(=N1)C)O)(N2)C)C)C